The molecule is a vinca alkaloid, an alkaloid ester, an organic heteropentacyclic compound, a methyl ester, an acetate ester, a tertiary amino compound and a tertiary alcohol. It is a conjugate base of a vindolinium(1+). CC[C@@]12C=CCN3[C@@H]1[C@]4(CC3)[C@H]([C@]([C@@H]2OC(=O)C)(C(=O)OC)O)N(C5=C4C=CC(=C5)OC)C